5-(6-(2-(3-methylbenzylidene)hydrazinyl)-2-morpholino-9H-purin-9-yl)pyridin-2-ol CC=1C=C(C=NNC2=C3N=CN(C3=NC(=N2)N2CCOCC2)C=2C=CC(=NC2)O)C=CC1